C(C)(C)(C)OC(=O)N1CCC(CC1)NCCO.ClC1=C(C=C(C=C1)[B])Cl (1,2-dichlorobenzene-4-yl)boron tert-butyl-4-(2-hydroxyethylamino)piperidine-1-carboxylate